FC1=C(C=C(C=C1)OC(F)(F)F)[C@H]1C[C@H](C1)OC1=CC=C(C=N1)C1=CC(=NO1)[O-].[NH4+] ammonium 5-[6-({cis-3-[2-fluoro-5-(trifluoromethoxy)phenyl]cyclobutyl}oxy)pyridin-3-yl]isoxazol-3-olate